6-Bromopyrazolo[1,5-a]pyridine-2-carboxylic acid BrC=1C=CC=2N(C1)N=C(C2)C(=O)O